5-((2-(1H-indol-3-yl)ethyl)amino)-6-(2-((2-(1H-indol-3-yl)ethyl)amino)pyrimidin-5-yl)-3-amino-N-carbamimidoylpyrazine-2-carboxamide hydrochloride Cl.N1C=C(C2=CC=CC=C12)CCNC=1N=C(C(=NC1C=1C=NC(=NC1)NCCC1=CNC2=CC=CC=C12)C(=O)NC(N)=N)N